FC1=CC=CC2=C1N=C(O2)C2=CC=C(C=C2)NC(=O)C=2OC(=CN2)C N-[4-(4-Fluoro-1,3-benzoxazol-2-yl)phenyl]-5-methyloxazol-2-carboxamid